OC1=CC(=CC2=C(C=C(C=C12)OC)OC)C(=O)O 4-hydroxy-6,8-dimethoxy-naphthalene-2-carboxylic acid